(2R,3R,4R,5S)-2-(hydroxymethyl)-2-(3-phenylpropyl)piperidin-3,4,5-triol OC[C@]1(NC[C@@H]([C@H]([C@@H]1O)O)O)CCCC1=CC=CC=C1